ClCCOC(CC1(C(N2C(C=3C=CC=CC13)=CC=1C(=CC=CC12)C)=O)C)=O 2-chloroethyl-2-(5,11-dimethyl-6-oxo-5,6-dihydroindolo[2,1-a]isoquinolin-5-yl)acetate